10-methyl-2,8-bis-(4,4,5,5-tetramethyl-1,3,2-dioxaborolan-2-yl)-10H-phenoxazine CN1C2=CC(=CC=C2OC=2C=CC(=CC12)B1OC(C(O1)(C)C)(C)C)B1OC(C(O1)(C)C)(C)C